COC(C1CC=C(CC1)C)(C)C 8-methoxy-1-p-menthene